FC(C1=CC2=C(N=C(N=C2)NC2(C(CN(CC2([2H])[2H])S(=O)(=O)C([2H])([2H])[2H])([2H])[2H])[2H])N(C1=O)[C@H]1[C@](CCC1)(C)O)([2H])F (-)-6-(difluoromethyl-d)-8-((1R,2R)-2-hydroxy-2-methylcyclopentyl)-2-((1-((methyl-d3)sulfonyl)piperidin-4-yl-3,3,4,5,5-d5)amino)pyrido[2,3-d]pyrimidin-7(8H)-one